CC1=CC=CC=2N(C(NC21)=O)C2N(CCCC2)C(=O)N 4-methyl-2-oxo-2,3-dihydro-1H-1,3-benzodiazol-1-ylpiperidine-1-carboxamide